NC(CCCCCCCCCC)S 1-amino-1-undecanethiol